C(C)(C)(C)[Si](OCC=1C=CC(=C(C1)O)C)(C)C 5-((tert-butyl-(dimethyl)silyl)oxymethyl)-2-methylphenol